(difluoromethylene)cyclohexane-1-carboxylate FC(F)=C1C(CCCC1)C(=O)[O-]